(3-Amino-5-(4-methylthiazol-5-yl)pyridin-2-yl)(2,3-dimethylphenyl)methanone NC=1C(=NC=C(C1)C1=C(N=CS1)C)C(=O)C1=C(C(=CC=C1)C)C